C[C@H]1[C@@H]([C@H]([C@H]([C@@H](O1)O[C@@H]2[C@H]([C@H](O[C@@H]([C@H]2O)CO)OP(=O)(O)OP(=O)(O)OC/C=C(/C)\\CC/C=C(/C)\\CC/C=C(/C)\\CC/C=C(/C)\\CC/C=C(/C)\\CC/C=C(/C)\\CC/C=C(/C)\\CC/C=C(/C)\\CC/C=C(\\C)/CCC=C(C)C)NC(=O)C)O)O)O[C@H]3[C@@H]([C@H]([C@@H](O3)[C@@H](CO)O)O)O The molecule is a polyprenyl glycosyl phosphate consisting of beta-D-galactofuranosyl-(1->4)-alpha-L-rhamnosyl-(1->3)-N-acetyl-alpha-D-glucosamine attached at the 1-position to trans,octacis-decaprenyl phosphate. It is a conjugate acid of a beta-D-Galf-(1->4)-alpha-L-Rhap-(1->3)-alpha-D-GlcpNAc-1-diphospho-trans,octacis-decaprenol(2-).